C(C)(C)(C)OC(N[C@@H](C)C=1N(N=C(N1)I)C1=NC=CC=N1)=O N-[(1S)-1-(5-iodo-2-pyrimidin-2-yl-1,2,4-triazol-3-yl)ethyl]carbamic acid tert-butyl ester